2-methyl-2-propanyl (3S,4R)-4-amino-3-fluoro-1-piperidinecarboxylate N[C@H]1[C@H](CN(CC1)C(=O)OC(C)(C)C)F